1-(4-Amino-2-(ethoxymethyl)-9-methoxy-1H-imidazo[4,5-c]quinolin-1-yl)-2-methyl-2-propanol NC1=NC=2C=CC=C(C2C2=C1N=C(N2CC(C)(O)C)COCC)OC